3,3-DIMETHYL-1-BUTENE CC(C=C)(C)C